NC1=NN=C(C2=CC(=CC=C12)C=1C(=CC(=C(C1)B(O)O)C(F)F)OC)C [5-(1-amino-4-methylphthalazin-6-yl)-2-(difluoromethyl)-4-methoxyphenyl]boronic acid